CC1=NN(C2=CC=CC(=C2C1=O)C(C)=O)C1=CC=C(C=C1)OC(F)(F)F methyl-5-acetyl-4-oxo-1-[4-(trifluoromethoxy)phenyl]cinnoline